[I-].C(CCCCC)[S+](C)CCO hexyl-(2-hydroxyethyl)-methyl-sulfonium iodide